2-(4-((3-(4-chlorophenyl)-2-oxoimidazolin-1-yl)methyl)-2,6-dimethylphenoxy)-2-methylpropanoic acid ClC1=CC=C(C=C1)N1C(N(CC1)CC1=CC(=C(OC(C(=O)O)(C)C)C(=C1)C)C)=O